C(#N)[C@H](CC1=CC=C(C=C1)C=1C=CC2=C(N(C(O2)=O)C)C1)NC(=O)C1CNCC12CCC2 N-[(1S)-1-cyano-2-[4-(3-methyl-2-oxo-2,3-dihydro-1,3-benzoxazol-5-yl)phenyl]ethyl]-6-azaspiro[3.4]octane-8-carboxamide